9-acetyl-7-methyl-2-phenyl-4H-pyrido[1,2-a]pyrimidin-4-one C(C)(=O)C1=CC(=CN2C1=NC(=CC2=O)C2=CC=CC=C2)C